O=C[C@H](O)[C@@H](O)[C@@H](O)[C@H](O)C(=O)OC methyl D-galacturonate